hydroiodic acid phosphorus [P].I